C(C1=CC=CC=C1)NC(CC)=O N-benzylpropionamide